ClC=1C=C(/C=C/C2=CC(=C(C=C2)O)CNC2=CC=C(C=C2)N2CCN(CC2)C)C=CC1Cl (E)-4-(3,4-dichlorostyryl)-2-(((4-(4-methylpiperazin-1-yl)phenyl)amino)methyl)phenol